2-propylpentanesulfonate C(CC)C(CS(=O)(=O)[O-])CCC